4-[4-(difluoromethyl)phenyl]-4-methylpiperidine monohydrochloride Cl.FC(C1=CC=C(C=C1)C1(CCNCC1)C)F